O[C@@H](CN(C(OC(C)(C)C)=O)[C@@H]1COC2(C1)CCNCC2)COC2=CC(=CC=C2)S(=O)(=O)C2(CC2)CO tert-butyl ((S)-2-hydroxy-3-(3-((1-(hydroxymethyl)cyclopropyl)sulfonyl)phenoxy) propyl)((S)-1-oxa-8-azaspiro[4.5]decan-3-yl)carbamate